CC1=CC(OC2=CC(=CC=C12)C(=O)N)=O 4-methyl-2-oxo-2H-chromene-7-carboxamide